2-(5-Methoxypyrazin-2-yl)thiazole-4-carboxylic acid ethyl ester C(C)OC(=O)C=1N=C(SC1)C1=NC=C(N=C1)OC